2-Fluoro-6-(piperidin-1-yl)pyridine FC1=NC(=CC=C1)N1CCCCC1